C(N)(=O)C=1C=C2C(=NC1)N(C=N2)CC2=CC=C(C=C2)B(O)O 4-((6-carbamoylimidazo[4,5-b]pyridin-3-yl)methyl)phenylboronic acid